C[C@@H]1N(CCOC1)C1=CC2=CC(N=C2C=C1)=O (S)-5-(3-Methylmorpholinyl)indol-2-one